FC(C1=C(C=CC=C1)C(CCC(=O)C1=C(C=CC=C1)C(F)(F)F)=O)(F)F 1,4-bis(2-trifluoromethylphenyl)butane-1,4-dione